ClC1=CC=C(C=C1)N1CC(CC1=O)NC(CC1=C(C=CC(=C1)Cl)Cl)=O N-[1-(4-chlorophenyl)-5-oxopyrrolidin-3-yl]-2-(2,5-dichlorophenyl)acetamide